BrC1=CC(=C(N)C(=C1)C)C1=CC(=C(C=C1)F)C 4-bromo-2-(4-fluoro-3-methyl-phenyl)-6-methyl-aniline